N1=CCSC=C1 4,1-thiazin